C(C)(C)OC(C(O)C)=O lactic acid-iso-propylester